C1(CC1)NC(OCCCN1C2=CC=CC=3C=C(N(CC1)C32)C3=NC2=C(N3C)C(=CC(=C2)C(=O)N2C[C@@H](CCC2)N)OC)=O 3-[2-[5-[(3R)-3-aminopiperidine-1-carbonyl]-7-methoxy-1-methyl-benzimidazol-2-yl]-1,9-diazatricyclo[6.3.1.04,12]dodeca-2,4(12),5,7-tetraen-9-yl]propyl N-cyclopropylcarbamate